N-(4-hydroxy-3-methoxyl-benzyl)-acrylamide OC1=C(C=C(CNC(C=C)=O)C=C1)OC